COC=1C(=CC(=NC1)N)\C=C\[C@@H]1CC[C@H](CC1)C(F)(F)F 5-methoxy-4-((E)-2-(trans-4-(trifluoromethyl)cyclohexyl)vinyl)pyridin-2-amine